C(C(=C)C)(=O)OC(C)CCCCOC(C(=C)C)=O 2,6-hexanediol dimethacrylate